COCCN1N=CC(=C1)C1=NC=2C(=NC(=CC2N2CCOCC2)NN=CC2=CC(=CC=C2)C)N1C 4-(2-(1-(2-methoxyethyl)-1H-pyrazol-4-yl)-3-methyl-5-(2-(3-methylbenzylidene)hydrazinyl)-3H-imidazo[4,5-b]pyridin-7-yl)morpholine